C(C)N1C=CC=2C1=NC=C(C2)[N+](=O)[O-] 1-ethyl-5-nitro-1H-pyrrolo[2,3-b]pyridine